N(=C=O)C1(CCC(CC1)CN=C=O)C 1-isocyanato-4-isocyanatomethyl-1-methyl-cyclohexane